chloro-1-(3-((S)-1-(2,2-difluorobenzo[d][1,3]dioxol-5-yl)ethoxy)-4-fluorophenyl)-4,5,6,7-tetrahydro-1H-indazole-3-carbonitrile ClC1C=2C(=NN(C2CCC1)C1=CC(=C(C=C1)F)O[C@@H](C)C1=CC2=C(OC(O2)(F)F)C=C1)C#N